C[C@@H]1CN(CCC1)CC=1NC=2C(N(C=C(C2C1)C#N)C=1C=NC=C(C1)C1=C(C=C(C=C1)F)C(=O)N1CC(C1)F)=O 2-{[(s)-3-methyl-1-piperidyl]methyl}-6-(5-{4-fluoro-2-[(3-fluoro-1-azetidinyl)carbonyl]phenyl}-3-pyridyl)-7-oxo-1,6-dihydro-1,6-diaza-4-indenecarbonitrile